(R)-2-[1-[3,6-dimethyl-2-(2-morpholino-4-pyridinyl)-4-oxo-chromen-8-yl]ethylamino]benzoic acid tert-butyl ester C(C)(C)(C)OC(C1=C(C=CC=C1)N[C@H](C)C=1C=C(C=C2C(C(=C(OC12)C1=CC(=NC=C1)N1CCOCC1)C)=O)C)=O